5-Chloro-6-((2,4-difluorophenyl)methoxy-d2)-3-(2-(3-(2-hydroxypropan-2-yl)-1H-pyrazol-1-yl)-5-methylpyridin-4-yl)-2-methylpyrimidin-4(3H)-one ClC=1C(N(C(=NC1OC([2H])([2H])C1=C(C=C(C=C1)F)F)C)C1=CC(=NC=C1C)N1N=C(C=C1)C(C)(C)O)=O